OC1=CC=C2NC=C(C[C@H](N)C(=O)O)C2=C1 5-hydroxy-tryptophan